4-methoxy-N-neopentylbenzamide COC1=CC=C(C(=O)NCC(C)(C)C)C=C1